acryloyloxyethyl-p-biphenyl C(C=C)(=O)OCCC1=C(C=CC=C1)C1=CC=CC=C1